C(C(C)C)[C@H]1C(N(C[C@H]2N1C([C@@H](NC2)CC(C)C)=O)C2CCN(CC2)C(=O)OCC2=CC=CC=C2)=O benzyl 4-((4S,7S,9aS)-4,7-diisobutyl-3,6-dioxooctahydro-2H-pyrazino[1,2-a]pyrazin-2-yl)piperidine-1-carboxylate